N-(1-(trans-4-hydroxycyclohexyl)-3-(pyrazin-2-yl)-1H-pyrazol-4-yl)-2-(1H-pyrazol-4-yl)oxazole-4-carboxamide Sodium Nitrite (Nitrite) N(=O)[O-].N(=O)O.[Na+].O[C@@H]1CC[C@H](CC1)N1N=C(C(=C1)NC(=O)C=1N=C(OC1)C=1C=NNC1)C1=NC=CN=C1